oxazol-5-ylmethyl (4-(1-(dimethylcarbamoyl)piperidin-4-yl)phenyl)carbamate CN(C(=O)N1CCC(CC1)C1=CC=C(C=C1)NC(OCC1=CN=CO1)=O)C